5-bromo-2-[4-(2,3-dichlorophenyl)-1,2,4-triazol-3-yl]-1H-benzimidazole BrC1=CC2=C(NC(=N2)C2=NN=CN2C2=C(C(=CC=C2)Cl)Cl)C=C1